NCC(=O)NC=1C=C(C(=O)NCC=2N=C3N(C=CC=C3)C2)C=CC1 3-(2-aminoacetamido)-N-(imidazo[1,2-a]pyridin-2-ylmethyl)benzamide